5-(5-fluoro-1H-pyrazol-4-yl)-2-(3-{3-[(propan-2-yl)amino]pyrrolidin-1-yl}-1,2,4-triazin-6-yl)phenol FC1=C(C=NN1)C=1C=CC(=C(C1)O)C1=CN=C(N=N1)N1CC(CC1)NC(C)C